ClC1=C(C(=CC=C1Cl)F)[C@]1(CN(CC1)C(CF)=O)NC=1C=C2C(N(C=NC2=C(C1)F)C)=O 6-[(R)-3-(2,3-dichloro-6-fluorophenyl)-1-(2-fluoroacetyl)-3-pyrrolidinylamino]-8-fluoro-3-methyl-3,4-dihydro-4-quinazolinone